BrC1=NN=C(S1)N1C[C@H]2COCCN2CC1 (S)-8-(5-bromo-1,3,4-thiadiazol-2-yl)octahydropyrazino[2,1-c][1,4]oxazine